(15-oxo-19-((3aS,4S,6aR)-2-oxohexahydro-1H-thieno[3,4-d]imidazol-4-yl)-4,7,10-trioxa-14-azanonadecyl)glutaramide O=C(NCCCOCCOCCOCCCC(C(=O)N)CCC(=O)N)CCCC[C@@H]1SC[C@@H]2NC(N[C@@H]21)=O